NC=1C2=C(N=CN1)N(C=C2C2=CC=C(C1=C2CC(O1)C)NC(=O)NC1=CC(=C(C=C1)OC1CCN(CC1)CC)C(F)(F)F)C1CC1 1-(4-(4-amino-7-cyclopropyl-7H-pyrrolo[2,3-d]pyrimidin-5-yl)-2-methyl-2,3-dihydrobenzofuran-7-yl)-3-(4-((1-ethylpiperidin-4-yl)oxy)-3-(trifluoromethyl)phenyl)urea